FC=1C(=C2C=CNC2=CC1)OC 5-fluoro-4-methoxy-1H-indole